NC=1C=C(C=CC1)C[C@H](C(=O)OC(C)(C)C)[C@@H]1CN(CC1)C(=O)OC(C)(C)C tert-butyl (3R)-3-[(2S)-3-(3-aminophenyl)-1-(tert-butoxy)-1-oxopropan-2-yl]pyrrolidine-1-carboxylate